(2-(2-methoxy-7-methylquinoxalin-5-yl)-4-methyl-7,8-dihydro-[1,4]dioxino[2',3':3,4]benzo[1,2-d]thiazol-7-yl)methyl (2-fluoropyridin-4-yl)carbamate FC1=NC=CC(=C1)NC(OCC1OC2=C(C3=C(N=C(S3)C3=C4N=CC(=NC4=CC(=C3)C)OC)C(=C2)C)OC1)=O